2-(2,5-difluoro-4-(6-((5-((tetrahydrofuran-3-yl)ethynyl)thiazol-2-yl)methoxy)pyridin-2-yl)benzyl)-1-(((S)-oxetan-2-yl)methyl)-1H-benzo[d]imidazole-6-carboxylic acid FC1=C(CC2=NC3=C(N2C[C@H]2OCC2)C=C(C=C3)C(=O)O)C=C(C(=C1)C1=NC(=CC=C1)OCC=1SC(=CN1)C#CC1COCC1)F